ClC1=C2C(C[C@@]3(C2=CC=C1)CC(C(CC3)C(=O)OC)=O)(O)C(F)F methyl (1R)-4'-chloro-3'-(difluoromethyl)-3'-hydroxy-3-oxo-2',3'-dihydrospiro[cyclohexane-1,1'-indene]-4-carboxylate